Methyl 5-iodo-2-methyl-1H-benzo[d]imidazole-7-carboxylate IC1=CC2=C(NC(=N2)C)C(=C1)C(=O)OC